(6-((4-(1-isopropyl-1H-benzo[d][1,2,3]triazol-6-yl)pyridin-2-yl)amino)pyridin-3-yl)(4-isopropylpiperazin-1-yl)methanone C(C)(C)N1N=NC2=C1C=C(C=C2)C2=CC(=NC=C2)NC2=CC=C(C=N2)C(=O)N2CCN(CC2)C(C)C